{2-cyclobutyl-4-[4-(2-methoxy-phenyl)-piperidin-1-yl]-quinazolin-6-yl}-methyl-(2-morpholin-4-yl-ethyl)-amine C1(CCC1)C1=NC2=CC=C(C=C2C(=N1)N1CCC(CC1)C1=C(C=CC=C1)OC)N(CCN1CCOCC1)C